methyl 4-bromo-2-(2-chloro-4-fluoro-5-nitro-phenoxy)-butanoate BrCCC(C(=O)OC)OC1=C(C=C(C(=C1)[N+](=O)[O-])F)Cl